Methyl-2-oxooxazolidine CN1C(OCC1)=O